ethyl 2-[(2-hydroxy-1,1-dimethyl-ethyl)amino]pyrimidine-5-carboxylate OCC(C)(C)NC1=NC=C(C=N1)C(=O)OCC